CC1=CC2=C(SC(=C2)B(O)O)C=C1 5-METHYLBENZO[B]THIOPHENE-2-BORONIC ACID